C[SiH2]C(C1=CC=CC=C1)O methyl-(hydroxybenzyl)silane